2-trifluoromethyl-4-fluoro-phenylboronic acid FC(C1=C(C=CC(=C1)F)B(O)O)(F)F